C1(CC1)C(=O)N1CCC(C1)OC[C@@H]1COCCC1 (cyclopropanecarbonyl)-4-(((S)-tetrahydro-2H-pyran-3-yl)methoxy)pyrrolidin